CC=1C=C2CC3(C(N(C4=NC=CC=C43)COCC[Si](C)(C)C)=O)CC2=CC1[N+](=O)[O-] 5-Methyl-6-nitro-1'-((2-(trimethylsilyl)ethoxy)methyl)-1,3-dihydrospiro[indene-2,3'-pyrrolo[2,3-b]pyridin]-2'(1'h)-one